S1C=C(C=C1)C=1N=NSC1 4-(thiophen-3-yl)-1,2,3-thiadiazole